FC(C=1C=CC(=NC1)C1=NOC(=N1)NC=1C=CC=NC1)(F)F 5-((3-(5-(trifluoromethyl)pyridin-2-yl)-1,2,4-oxadiazol-5-yl)amino)pyridine